C1C(CC12COCC2)NC(NC=2N=CC1=C(C(=C(C=C1C2)C2=CN=C1CCCN(C1=C2C)C(=O)OC(C)(C)C)F)NC(=O)OC(C)(C)C)=O tert-Butyl 7-(3-(3-(6-oxaspiro[3.4]octan-2-yl)ureido)-8-((tert-butoxycarbonyl)amino)-7-fluoroisoquinolin-6-yl)-8-methyl-3,4-dihydro-1,5-naphthyridine-1(2H)-carboxylate